ClC1=NC(=CC(=C1)C(C=NS(=O)C(C)(C)C)(C)C)C1=CC=C(C=C1)F N-(2-(2-chloro-6-(4-fluorophenyl)pyridin-4-yl)-2-methylpropylidene)-2-methylpropane-2-sulfinamide